ClC1=C(C=NNC1=O)N1C[C@@H](CC1)OC1=NC=CC(=C1)C1=C(C=C(C=C1)NS(=O)(=O)C1CC1)C (R)-N-(4-(2-((1-(5-chloro-6-oxo-1,6-dihydropyridazin-4-yl)pyrrolidin-3-yl)oxy)pyridin-4-yl)-3-methylphenyl)cyclopropanesulfonamide